CC1=C(C=CC=C1C1=C(C(=CC=C1)C1=NN2C(C(CCC2)=O)=C1)C)C1=NN2C(C(CCC2)=O)=C1 2-[2-methyl-3-[2-methyl-3-(4-oxo-6,7-dihydro-5H-pyrazolo[1,5-a]pyridin-2-yl)phenyl]phenyl]-6,7-dihydro-5H-pyrazolo[1,5-a]pyridin-4-one